tert-Butyl N-[(7-chloro-4,4-difluoro-5-hydroxy-2,3,4,5-tetrahydro-1H-1-benzazepin-5-yl)methyl]carbamate ClC=1C=CC2=C(C(C(CCN2)(F)F)(O)CNC(OC(C)(C)C)=O)C1